5-(2-(3,3,3-trifluoropropyl)-7H-pyrrolo[2,3-d]pyrimidin-5-yl)pyrazolo[1,5-a]pyridine-3-carboxamide FC(CCC=1N=CC2=C(N1)NC=C2C2=CC=1N(C=C2)N=CC1C(=O)N)(F)F